FC=1C=C(C=CC1OC1=CC(=C(C=C1)C1=NC2=C(N1)C=C(C=C2)C(NC(C)C)=N)OC)C2=NC1=C(N2)C=C(C=C1)C(NC(C)C)=N 2-(3-Fluoro-4-(4-(6-(N-isopropylcarbamimidoyl)-1H-benzo[d]imidazol-2-yl)-3-methoxyphenoxy)phenyl)-N-isopropyl-1H-benzo[d]imidazole-6-carboximidamide